COC1=CC=C(C(=O)N2CC(CC2)C(=O)O)C=C1 1-(4-methoxybenzoyl)pyrrolidine-3-carboxylic acid